[3-(hydroxymethyl)-4-methyl-phenyl]boronic acid OCC=1C=C(C=CC1C)B(O)O